FC=1C=C(C=C2CC(CC12)CO)NC(OC(C)(C)C)=O tert-butyl N-[7-fluoro-2-(hydroxymethyl)indan-5-yl]carbamate